7-((2,5-difluorobenzyl)(ethyl)amino)-4-(trifluoromethyl)-2H-benzopyran-2-one FC1=C(CN(C2=CC3=C(C(=CC(O3)=O)C(F)(F)F)C=C2)CC)C=C(C=C1)F